NCCC1=NN(C(O1)=O)C1=NC2=C(OCC(N2COCC[Si](C)(C)C)=O)N=C1 6-[5-(2-aminoethyl)-2-oxo-1,3,4-oxadiazol-3-yl]-4-(2-trimethylsilylethoxymethyl)pyrazino[2,3-b][1,4]oxazin-3-one